((1S,3R)-3-(2-(1-((S)-2-(1,3,4-oxadiazol-2-yl)-5-oxa-2-azaspiro[3.4]octan-7-yl)piperidin-4-yl)-4-fluorophenoxy)cyclobutyl)methanol O1C(=NN=C1)N1CC2(C1)OC[C@H](C2)N2CCC(CC2)C2=C(OC1CC(C1)CO)C=CC(=C2)F